C(C)(C)(C)C1CC(CCC1)OC(CO)CO 2-(3-tert-butylcyclohexyloxy)-1,3-propanediol